((3R,4R)-5-(2-oxo-4-(1H-1,2,4-triazol-1-yl)pyrimidin-1(2H)yl)-3,4-diacetoxytetrahydrofuran-2-yl)methyl (2-(octadecyldithio)ethyl) Phosphate P(=O)(OCC1OC([C@@H]([C@@H]1OC(C)=O)OC(C)=O)N1C(N=C(C=C1)N1N=CN=C1)=O)(OCCSSCCCCCCCCCCCCCCCCCC)[O-]